3-cyclopropyl-2-hydroxy-benzoic acid methyl ester COC(C1=C(C(=CC=C1)C1CC1)O)=O